N1C(=CC=C1)CCCCS 4-(1H-Pyrrol-2-yl)butane-1-thiol